1-(2-Aminoethyl)-4-[(3-methoxyphenoxy)methyl]-1H-1,2,3-triazole NCCN1N=NC(=C1)COC1=CC(=CC=C1)OC